C1(=CC(=CC=C1)C=1OCCN1)C=1OCCN1 m-phenylenebis(2-oxazoline)